7-((1-(2-(Dimethylamino)ethyl)-1H-pyrrolo[2,3-c]pyridin-5-yl)amino)-4-(6-methylpyrazolo[1,5-a]pyridin-3-yl)-1-oxoisoindoline-2-carboxylic acid tert-butyl ester C(C)(C)(C)OC(=O)N1C(C2=C(C=CC(=C2C1)C=1C=NN2C1C=CC(=C2)C)NC=2C=C1C(=CN2)N(C=C1)CCN(C)C)=O